C(C)(C)(C)C=1C=C(C=C(C1O)C(C)(C)C)CCC(=O)O.C1OCC2=C1C=CC=C2CS(=O)(=O)NC2=C(C=CC=C2)N2CCC(CC2)(C)COC 1-(1,3-dihydro-2-benzofuran-4-yl)-N-{2-[4-(methoxymethyl)-4-methylpiperidin-1-yl]phenyl}methanesulfonamide 3-(3,5-di-t-butyl-4-hydroxyphenyl)-propionate